(4-hydroxy-5-((2-hydroxy-5-(hydroxymethyl)cyclohexa-2,4-dien-1-yl)methyl)-1,3-phenylene)dimethanol OC1=C(C=C(C=C1CC1C(=CC=C(C1)CO)O)CO)CO